NC1=CC(=C(C=C1F)C1=NC=CC(=C1)N(CC(F)(F)F)C)Cl 2-(4-Amino-2-chloro-5-fluorophenyl)-N-methyl-N-(2,2,2-trifluoroethyl)pyridin-4-amine